propane-1,1,1-triyltrimethyl tris(acetoacetate) C(CC(=O)C)(=O)OCC(CC)(COC(CC(=O)C)=O)COC(CC(=O)C)=O